2-[(5-chloro-2-fluorophenyl)pteridin-4-yl]pyridin-4-yl-amine C1=CC(=C(C=C1Cl)C2=NC3=NC=CN=C3C(=N2)C4=NC=CC(=C4)N)F